4-(2,4-dimethoxybenzyl)-6,7,8,9-tetrahydropyrazolo[1,5-a]pyrido[3,4-e]pyrimidin-5(4H)-one COC1=C(CN2C=3N(C4=C(C2=O)CNCC4)N=CC3)C=CC(=C1)OC